FCCOC=1C=C(C(=O)O)C=CC1 3-(2-fluoroethoxy)benzoic acid